tert-Butyl (3R)-3-(trifluoromethylsulfonyloxy)pyrrolidine-1-carboxylate FC(S(=O)(=O)O[C@H]1CN(CC1)C(=O)OC(C)(C)C)(F)F